(R)-3-(benzyloxy)-2-hydroxypropyl heptadecan-9-yl adipate C(CCCCC(=O)OC(CCCCCCCC)CCCCCCCC)(=O)OC[C@@H](COCC1=CC=CC=C1)O